9,21-dihydroxyl-20-methyl-pregna-4-en-3-one O[C@@]12[C@]3(CCC(C=C3CC[C@H]1[C@@H]1CC[C@H](C(CO)C)[C@]1(CC2)C)=O)C